N-(3-chloro-5-(methylsulfonamido)phenyl)-1-(3-(1-phenylethoxy)pyridin-2-yl)-1H-pyrazole-4-carboxamide ClC=1C=C(C=C(C1)NS(=O)(=O)C)NC(=O)C=1C=NN(C1)C1=NC=CC=C1OC(C)C1=CC=CC=C1